C(CCC)[Sn](C=1SC(=CC1)CCCCCC)(CCCC)CCCC tributyl-(5-hexylthienyl)tin